BrC=1C=NC=CC1C(CCC=C)NS(=O)C(C)(C)C N-(1-(3-bromopyridin-4-yl)pent-4-en-1-yl)-2-methylpropan-2-sulfinamide